FC1=C(C=C(C=C1)F)C1=NC=NC(=C1NC(C1=CN=C(C=C1)C(C)C)=O)N1CC(CC1)(F)F N-(4-(2,5-difluorophenyl)-6-(3,3-difluoropyrrolidin-1-yl)pyrimidin-5-yl)-6-isopropylnicotinamide